N-(5-(4-(4-((5-amino-7-(butylamino)-2H-pyrazolo[4,3-d]pyrimidin-2-yl)methyl)-3-methoxyphenyl)piperazin-1-yl)-5-oxopentyl)stearamide NC=1N=C(C=2C(N1)=CN(N2)CC2=C(C=C(C=C2)N2CCN(CC2)C(CCCCNC(CCCCCCCCCCCCCCCCC)=O)=O)OC)NCCCC